C12(CC3CC(CC(C1)C3)C2)CCN 2-(adamantan-1-yl)ethan-1-amine